C(C1CO1)C(CCCCCCCC)CCC1CO1 9,10-diglycidyl-decane